N-(tert-Butoxycarbonyl)-O-(piperidin-4-yl)-L-serine C(C)(C)(C)OC(=O)N[C@@H](COC1CCNCC1)C(=O)O